C(C(=C)C)(=O)OCCOCCOCCOCCOCCOCCOC(C(=C)C)=O Hexaethylene glycol dimethacrylate